Thianthrene sulfonium salt [SH3+].C1=CC=CC=2SC3=CC=CC=C3SC12